gamma-(3-phenyl-propyl-benzyl)-proline C1(=CC=CC=C1)CCCC(C1=CC=CC=C1)C1C[C@H](NC1)C(=O)O